BrC1=NN2C(NC(CC2)=O)=N1 2-bromo-6,7-dihydro-[1,2,4]triazolo[1,5-a]pyrimidin-5(4H)-one